ClC=1C=C(C=NC1OC1=CC=CC=C1)NC=1C2=C(N=CN1)C=CC(=N2)N2CCNC1(CC1)C2 N-(5-chloro-6-phenoxypyridin-3-yl)-6-(4,7-diazaspiro[2.5]octan-7-yl)pyrido[3,2-d]pyrimidin-4-amine